phenyl (tetrahydro-2H-pyran-3-yl)carbamate O1CC(CCC1)NC(OC1=CC=CC=C1)=O